4-(trifluoromethyl)thio-phenol FC(SC1=CC=C(C=C1)O)(F)F